2-((1s,6r)-6-amino-2,2-difluorocyclohexyl)-3,5-dichloro-N-(thiophen-2-ylmethyl)thieno[3,2-b]pyridin-7-amine N[C@@H]1CCCC([C@H]1C1=C(C2=NC(=CC(=C2S1)NCC=1SC=CC1)Cl)Cl)(F)F